COC1=C(CN[C@@H](C)C(=O)O)C=CC(=C1)OC N-(2,4-dimethoxybenzyl)-L-alanine